2-(2-((2-Methyl-5-(pyridin-3-yl)phenyl)(propyl)amino)thiazol-4-yl)pyrimidine-4,6-diamine CC1=C(C=C(C=C1)C=1C=NC=CC1)N(C=1SC=C(N1)C1=NC(=CC(=N1)N)N)CCC